C(CCC)S(=O)(=O)N1CC(C(CC1)(O)C1=CC(=CC=C1)OC)CN(C)C 1-(butylsulfonyl)-3-((dimethylamino)methyl)-4-(3-methoxyphenyl)piperidin-4-ol